FC1=C(C=C2CC[C@@]3(C(N(C(O3)=O)CC(=O)O)=O)C2=C1)NC(=O)NC (S)-2-(6-fluoro-5-(3-methylureido)-2',4'-dioxo-2,3-dihydrospiro[indene-1,5'-oxazolidine]-3'-yl)acetic acid